(3-((benzyloxy)methyl)-4-ethyl-5-oxo-4,5-dihydro-1H-1,2,4-triazol-1-yl)-3-fluoro-5H-pyrano[4,3-b]pyridin-5-one C(C1=CC=CC=C1)OCC1=NN(C(N1CC)=O)C1=C(C=C2C(=N1)C=COC2=O)F